(S)-2-(2-(3-fluoropyrrolidin-1-yl)pyrimidin-5-yl)-6,7-dihydrothiazolo[5,4-c]pyridin F[C@@H]1CN(CC1)C1=NC=C(C=N1)C=1SC=2C=NCCC2N1